ClC1=CC(=C(C=C1)N1CC2(CN(C2)C2=C(C=CC=C2)NS(=O)(=O)C2=CC=C(C=C2)S(=O)(=O)N(C)C)C1)F N1-(2-(6-(4-chloro-2-fluorophenyl)-2,6-diazaspiro[3.3]hept-2-yl)phenyl)-N4,N4-dimethylbenzene-1,4-disulfonamide